((R)-2-fluoro-4-methyl-4,5,6,7-tetrahydro-thieno[3,2-c]pyridine-5-carbonyl)-2-(tetramethyl-1,3,2-dioxaborolan-2-yl)pyrazolo[1,5-a]pyrimidine FC1=CC=2[C@H](N(CCC2S1)C(=O)C=1C(=NN2C1N=CC=C2)B2OC(C(O2)(C)C)(C)C)C